[Cl-].C(CCCCCCC\C=C/CCCCCCCC)(=O)[N+](C)(C)C(CCCCCCC\C=C/CCCCCCCC)=O N,N-dioleoyl-N,N-dimethylammonium chloride